Br.C[C@H]1N([C@H](CNC1)C)CC(=O)NC=1C=NC(=CC1)N1C(CC(CC1)=O)=O 2-((2R,6S)-2,6-dimethylpiperazin-1-yl)-N-(6-(2,4-dioxotetrahydropyridin-1(2H)-yl)pyridin-3-yl)acetamide hydrobromide